CC(C=O)=CCC=1C(CCCC1C)(C)C 2-methyl-4-(2,2,6-trimethyl-cyclohexene-1-yl)-2-butenal